C(C)(C)C1=C(NC2=CC=C(C=C12)OCC1CCN(CC1)C1COC1)C=1C(=C(C(N(C1)C)=O)C)C 5-(3-isopropyl-5-((1-(oxetan-3-yl)piperidin-4-yl)methoxy)-1H-indol-2-yl)-1,3,4-trimethylpyridin-2(1H)-one